6-[4-[acetyl(isopropyl)amino]-3-fluoro-phenyl]-N-(3-pyridylmethyl)pyridine-3-carboxamide C(C)(=O)N(C1=C(C=C(C=C1)C1=CC=C(C=N1)C(=O)NCC=1C=NC=CC1)F)C(C)C